ClC=1C(=C(C=CC1)C1=C(N=C(C=2N1C=NC2)N2CCC1([C@@H]([C@@H](OC1)C)NC(OC(C)(C)C)=O)CC2)C)F tert-butyl ((3S,4S)-8-(5-(3-chloro-2-fluorophenyl)-6-methylimidazo[1,5-a]pyrazin-8-yl)-3-methyl-2-oxa-8-azaspiro[4.5]decan-4-yl)carbamate